BrC=1C=CC(=C2C(=C(C(=NC12)S(=O)CC1=NOC(=C1)C)C(C)=O)NCC1(CC1)O)Cl 1-(8-bromo-5-chloro-4-(((1-hydroxycyclopropyl)methyl)amino)-2-(((5-methylisoxazol-3-yl)methyl)sulfinyl)quinolin-3-yl)ethan-1-one